NC1=NN2C(C=C(C=C2)C=2C(=NC(=C(C(=O)NCC3=C(C(=CC(=C3)F)F)OC3COCCC3)C2)OC)C)=N1 5-(2-amino-[1,2,4]triazolo[1,5-a]pyridin-7-yl)-N-(3,5-difluoro-2-((tetrahydro-2H-pyran-3-yl)oxy)benzyl)-2-methoxy-6-methylnicotinamide